tert-Butyl ((1-((2-(prop-1-en-2-yl)-6-(trifluoromethyl)pyridin-3-yl)methyl)-1H-pyrazol-4-yl)methyl)carbamate C=C(C)C1=NC(=CC=C1CN1N=CC(=C1)CNC(OC(C)(C)C)=O)C(F)(F)F